2,3,6-Tri-methoxybenzaldehyde COC1=C(C=O)C(=CC=C1OC)OC